NC=1C=C(C(=NC1)N1N=CC(=C1)C(F)(F)F)S(=O)(=O)N=CN(C)C 5-amino-N-[(dimethylamino)methylene]-2-[4-(trifluoromethyl)-1H-pyrazol-1-yl]pyridine-3-sulfonamide